C(C)OC(C(C(=O)OCC)(C1=CC=CC=C1)I)=O.FC(C1=NC(=NO1)C1=CC=C(C(=O)N)C=C1)(F)F 4-(5-(trifluoromethyl)-1,2,4-oxadiazol-3-yl)benzamide diethyl-iodophenylmalonate